C1(=CC=CC=C1)C1=CN=C(N1)C1=NC=CC(=C1)C=1C=NC=C(C1)NC(OC(C)(C)C)=O tert-Butyl [2'-(5-phenyl-1H-imidazol-2-yl)-3,4'-bipyridin-5-yl]carbamate